Methyl 4-((3R*,5R*)-1-(3-amino-6-(2-hydroxyphenyl)pyridazin-4-yl)-5-fluoropiperidin-3-yl)benzoate NC=1N=NC(=CC1N1C[C@H](C[C@H](C1)F)C1=CC=C(C(=O)OC)C=C1)C1=C(C=CC=C1)O |o1:9,11|